tert-butyl [3-({rac-(1R,2S)-2-[(trifluoromethoxy)methyl]cyclopropane-1-carbonyl}amino)bicyclo[1.1.1]pentan-1-yl]carbamate FC(OC[C@@H]1[C@@H](C1)C(=O)NC12CC(C1)(C2)NC(OC(C)(C)C)=O)(F)F |r|